FC1=C(C(=O)O)C(=CN=C1)NC1=C(C=C(C=C1)I)F 3-fluoro-5-((2-fluoro-4-iodophenyl)amino)isonicotinic acid